N-(3-Chloro-4-(trifluoromethyl)phenyl)-6,7,8,9-tetrahydro-5H-5,8-epiminocyclohepta[d]pyrimidine-10-carboxamide ClC=1C=C(C=CC1C(F)(F)F)NC(=O)N1C2CCC1CC=1N=CN=CC12